N-(2-ethylamino)-imidazole hexafluorophosphate F[P-](F)(F)(F)(F)F.CCNN1C=NC=C1